ClC1=CC=C(N=N1)N1C(N(C2=C(C1=O)C(=C(S2)C2=CC=C(C=C2)[N+](=O)[O-])CN(C)C)CC2=C(C=CC=C2F)F)=O 3-(6-chloropyridazin-3-yl)-1-[(2,6-difluorophenyl)methyl]-5-[(dimethylamino)methyl]-6-(4-nitrophenyl)thieno[2,3-d]pyrimidine-2,4-dione